N-(6-ETHYL-1-METHYL-1H-INDAZOL-7-YL)-2-(2-(TRIFLUOROMETHYL)PYRIDIN-4-YL)-2H-1,2,3-TRIAZOLE-4-SULFONAMIDE C(C)C1=CC=C2C=NN(C2=C1NS(=O)(=O)C1=NN(N=C1)C1=CC(=NC=C1)C(F)(F)F)C